5-(3-Chloro-4-methoxyphenyl)-1-(4-fluoro-3-methoxyphenyl)-N,N-dimethyl-1H-indazole-3-carboxamide ClC=1C=C(C=CC1OC)C=1C=C2C(=NN(C2=CC1)C1=CC(=C(C=C1)F)OC)C(=O)N(C)C